O=CCC1CCC(CC1)NC(OC(C)(C)C)=O tert-butyl ((1r,4r)-4-(2-oxoethyl)cyclohexyl)carbamate